C(=O)(O)CCC(=O)C1=CC2=C(S1)C=C(C(=C2F)OCCOC2=C(C1=C(SC(=C1)C(C[C@@H](C(=O)O)C)=O)C=C2OC)F)OC (S)-4-(5-(2-((2-(3-carboxypropanoyl)-4-fluoro-6-methoxybenzo[b]thiophen-5-yl)oxy)ethoxy)-4-fluoro-6-methoxybenzo[b]thiophen-2-yl)-2-methyl-4-oxobutanoic acid